BrC1=C(NC2=C1N=C(S2)C2CC2)C(=O)OCC ethyl 6-bromo-2-cyclopropyl-4H-pyrrolo[3,2-d]thiazole-5-carboxylate